CC1=C(C(=O)C(=O)O)C=CC=C1.C(C1=CC=CC=C1)(=O)C(=O)OC methyl benzoylformate (methyl benzoyl formate)